(R)-7-bromo-N-(5,7-difluoroquinolin-6-yl)-5-(1-(oxetan-3-yl)ethoxy)quinazolin-4-amine BrC1=CC(=C2C(=NC=NC2=C1)NC=1C(=C2C=CC=NC2=CC1F)F)O[C@H](C)C1COC1